(2S)-6-chloro-N-(3-{4-[5-(trifluoromethyl)pyridin-2-yl]-1H-pyrazol-1-yl}bicyclo[1.1.1]pentan-1-yl)-3,4-dihydro-2H-1,4-benzoxazine-2-carboxamide ClC=1C=CC2=C(NC[C@H](O2)C(=O)NC23CC(C2)(C3)N3N=CC(=C3)C3=NC=C(C=C3)C(F)(F)F)C1